ClC1=C2CN(C(C2=C(C=C1)NC=C(OO)N[C@H](CC)C=1OC(=CC1)C)=O)CC(=O)N (R)-2-(4-chloro-7-((2-((1-(5-methylfuran-2-yl)propyl)amino)-3,4-dioxabut-1-en-1-yl)amino)-1-oxoisoindolin-2-yl)acetamide